3-(4-methoxy-phenyl)-N-(2-thienylmethyl)imidazo[1,2-b]pyridazin-6-amine COC1=CC=C(C=C1)C1=CN=C2N1N=C(C=C2)NCC=2SC=CC2